((2R,6S)-2,6-dimethylpiperazin-1-yl)((6aR,8R)-2-(3-fluoro-2-hydroxyphenyl)-5,6,6a,7,8,9-hexahydropyrrolo[1',2':4,5]pyrazino[2,3-c]pyridazin-8-yl)methanone C[C@H]1N([C@H](CNC1)C)C(=O)[C@@H]1C[C@H]2N(C=3C(=NN=C(C3)C3=C(C(=CC=C3)F)O)NC2)C1